(3S)-3-amino-4-hydroxy-1-[4-[5-(trifluoromethyl)pyrimidin-2-yl]piperazin-1-yl]butan-1-one N[C@@H](CC(=O)N1CCN(CC1)C1=NC=C(C=N1)C(F)(F)F)CO